O[C@H]1CNCCC1 (2S,3R)-3-hydroxy-piperidine